N-(5-((4-(2-hydroxypropan-2-yl)piperidin-1-yl)methyl)-1H-indazol-3-yl)-4-(4-methylpiperidin-1-yl)-2-((tetrahydropyran-4-yl)amino)benzamide OC(C)(C)C1CCN(CC1)CC=1C=C2C(=NNC2=CC1)NC(C1=C(C=C(C=C1)N1CCC(CC1)C)NC1CCOCC1)=O